(S)-1-(2-(1-(cyclobutylmethyl)-2-oxo-2,3-dihydro-1H-benzo[d]imidazol-5-yl)thiazol-4-yl)-3-(piperidin-3-yl)urea C1(CCC1)CN1C(NC2=C1C=CC(=C2)C=2SC=C(N2)NC(=O)N[C@@H]2CNCCC2)=O